2-(3,4-dimethoxyphenyl)-7-[(3ar,6as)-hexahydropyrrolo[3,4-c]pyrrol-2(1H)-yl]-9-methyl-4H-pyrido[1,2-a]pyrimidin-4-one COC=1C=C(C=CC1OC)C=1N=C2N(C(C1)=O)C=C(C=C2C)N2C[C@@H]1CNC[C@@H]1C2